FC=1C=NC(=NC1)C=1C=C(C=CC1C)NC(=O)N1C2CC(CC1(C2)C2=NC=CC=N2)C N-(3-(5-fluoropyrimidin-2-yl)-4-methylphenyl)-3-methyl-1-(pyrimidin-2-yl)-6-azabicyclo[3.1.1]heptane-6-carboxamide